1-(4-(1-hydroxy-6,6,9-trimethyl-3-pentyl-6a,7,8,10a-tetrahydro-6H-benzo[c]chromene-2-carbonyl)piperazin-1-yl)ethan-1-one OC1=C2C3C(C(OC2=CC(=C1C(=O)N1CCN(CC1)C(C)=O)CCCCC)(C)C)CCC(=C3)C